3-(tert-butyl)-3-hydroxy-5-methoxy-1-methylindolin-2-one C(C)(C)(C)C1(C(N(C2=CC=C(C=C12)OC)C)=O)O